(E)-3-(2-(4-indazolyl)-4-morpholino-6-thieno[3,2-d]pyrimidinyl)-N-phenylacrylamide N1N=CC2=C(C=CC=C12)C=1N=C(C2=C(N1)C=C(S2)/C=C/C(=O)NC2=CC=CC=C2)N2CCOCC2